N,N-dimethyl-2-(pyridin-3-yl)acrylamide CN(C(C(=C)C=1C=NC=CC1)=O)C